C(C=C)OC[C@@H](C(=O)O)NC(=O)OC(C)(C)C (S)-3-allyloxy-2-tert-butoxycarbonylamino-propionic acid